FC=1C=C(C=NC1)NC1=NC(=NC(=N1)NC(C)C)C1=NC=CC=C1F (5-fluoro-pyridin-3-yl)-6-(3-fluoro-pyridin-2-yl)-N'-isopropyl-[1,3,5]triazine-2,4-diamine